FC1=C(C=CC=C1)NC(=O)C1C(N(CC1C1=CC=C(C=C1)C(F)(F)F)C)=O N-(2-fluorophenyl)-1-methyl-2-oxo-4-[4-(trifluoromethyl)phenyl]pyrrolidine-3-carboxamide